4-isoButylphenol C(C(C)C)C1=CC=C(C=C1)O